BrCCC1CO1 4-bromo-1,2-epoxybutane